C(#N)C1=C(OC=2C=C3C(N(C=NC3=CC2)C2COC3(C2)CCN(CC3)C(=O)OC(C)(C)C)=O)C(=CC=C1NS(=O)(=O)N1C[C@@H](CC1)OC)F tert-butyl 3-[(3R)-6-[2-cyano-6-fluoro-3-[(3-methoxypyrrolidin-1-yl)sulfonylamino]phenoxy]-4-oxo-quinazolin-3-yl]-1-oxa-8-azaspiro[4.5]decane-8-carboxylate